C(C)OC(=O)C1(CCN(CC1)C1=NC=C(C=C1)C=1C=2N(C=C(C1)OCC)N=C1C2C=NN1)N 4-(amino)-1-(5-(6-ethoxy-1H-pyrazolo[3',4':3,4]pyrazolo[1,5-a]pyridin-4-yl)pyridin-2-yl)piperidine-4-carboxylic acid ethyl ester